C12CNCC(CC1)N2C=2C=C1CN(C(C1=C(C2F)F)=O)C2C(NC(CC2)=O)=O 3-(5-(3,8-diazabicyclo[3.2.1]octan-8-yl)-6,7-difluoro-1-oxoisoindolin-2-yl)piperidine-2,6-dione